N-((2-((R)-1-cyclopropylethyl)-6-((S)-1-cyclopropylethyl)phenyl)carbamoyl)-4-(2-hydroxypropane-2-yl)furan-2-sulfonamide octyl-α-bromopropionate C(CCCCCCC)OC(C(C)Br)=O.C1(CC1)[C@@H](C)C1=C(C(=CC=C1)[C@@H](C)C1CC1)NC(=O)NS(=O)(=O)C=1OC=C(C1)C(C)(C)O